C(#N)/C(/C(=O)N)=C\C1=CC(=C(C=C1)OCC=1C(=C(C=CC1)C1=CC=CC=C1)C)[N+](=O)[O-] (E)-2-cyano-3-(4-((2-methyl-[1,1'-biphenyl]-3-yl)methoxy)-3-nitrophenyl)acrylamide